2-(ETHOXYCARBONYL)FURAN-3-BORONIC ACID C(C)OC(=O)C=1OC=CC1B(O)O